CN(C(OC(C)(C)C)=O)CC1=CC=C(C=C1)S(F)(F)(F)(F)F tert-butyl N-methyl-N-[[4-(pentafluoro-sulfanyl)phenyl]methyl]carbamate